5-[4-[4-[(2,6-difluorophenyl)methyl]-5-oxo-1,2,4-triazol-1-yl]-2-fluoro-phenoxy]-4-methyl-thiazole-2-carbaldehyde FC1=C(C(=CC=C1)F)CN1C=NN(C1=O)C1=CC(=C(OC2=C(N=C(S2)C=O)C)C=C1)F